tert-butyl N-[[4-[[7-[bis[(2,4-dimethoxyphenyl)methyl]amino]-2-(ethyl aminomethyl)-4-isopropoxy-imidazo[4,5-d]pyridazin-3-yl]methyl]phenyl]methyl]carbamate COC1=C(C=CC(=C1)OC)CN(C=1N=NC(=C2C1N=C(N2CC2=CC=C(C=C2)CNC(OC(C)(C)C)=O)CNCC)OC(C)C)CC2=C(C=C(C=C2)OC)OC